C1=NNC(C=2NC=3C=CC=CC3C21)=O 3H-pyridazino[4,5-b]indol-4(5H)-one